[4-(4-quinolin-3-yl-phenoxy)piperidin-1-yl]-methanone N1=CC(=CC2=CC=CC=C12)C1=CC=C(OC2CCN(CC2)C=O)C=C1